N-((5-(4-fluorophenyl)-1-tosyl-1H-pyrrol-3-yl)methyl)methan-d3-amine FC1=CC=C(C=C1)C1=CC(=CN1S(=O)(=O)C1=CC=C(C)C=C1)CNC([2H])([2H])[2H]